FC(F)(F)C(=CC1=CC=CC=C1)[SeH] Trifluoromethylselenylstyrene